(E)-2-hydroxy-4-methoxy-6-[2-(1-butyrylpiperidin-4-yl)ethenyl]benzoic acid OC1=C(C(=O)O)C(=CC(=C1)OC)\C=C\C1CCN(CC1)C(CCC)=O